N-benzyl-N-(tert-butyl)amide C(C1=CC=CC=C1)[N-]C(C)(C)C